2-allyl-1,3-pentanediol dibenzoate C(C1=CC=CC=C1)(=O)OCC(C(CC)OC(C1=CC=CC=C1)=O)CC=C